N-[3-chloro-4-(4-piperidinylmethylcarbamoyl)phenyl]-5-(2,3-difluoro-4-methoxy-phenyl)-1-methyl-imidazole-2-carboxamide ClC=1C=C(C=CC1C(NCC1CCNCC1)=O)NC(=O)C=1N(C(=CN1)C1=C(C(=C(C=C1)OC)F)F)C